OC=1C=C2NC=C(C[C@@H](N)C(=O)O)C2=CC1 6-Hydroxy-D-Tryptophan